8-[2-ethyl-4-[(5S)-5-hydroxy-2-oxo-3-[5-(trifluoromethyl)-3-pyridyl]imidazolidin-1-yl]phenoxy]-4H-pyrido[2,3-b]pyrazin-3-one C(C)C1=C(OC2=CC=NC=3NC(C=NC32)=O)C=CC(=C1)N1C(N(C[C@@H]1O)C=1C=NC=C(C1)C(F)(F)F)=O